ClC1=C(CNC(=O)[C@]2(C=3C=CC=NC3[C@@](CC2)(CS(=O)(=O)CCO)O)F)C=CC(=C1)F (5s,8s)-N-(2-chloro-4-fluorobenzyl)-5-fluoro-8-hydroxy-8-(((2-hydroxyethyl)sulfonyl)methyl)-5,6,7,8-tetrahydroquinoline-5-carboxamide